methyl 2-[6-(5-tert-butoxycarbonyl-5-azaspiro[2.4]hept-6-yl)-1-(8-tert-butoxy-8-oxo-octyl) pyrrolo[2,3-b]pyridin-2-yl]-7-methoxy-1-methyl-benzimidazole-5-carboxylate C(C)(C)(C)OC(=O)N1CC2(CC2)CC1C1=CC=C2C(=N1)N(C(=C2)C2=NC1=C(N2C)C(=CC(=C1)C(=O)OC)OC)CCCCCCCC(=O)OC(C)(C)C